FCCCN1C[C@H](CC1)OC1=CC=C(C=C1)C1=CCCCC2=C1C=CC(=C2)CC(=O)OC Methyl (S)-2-(9-(4-((1-(3-fluoropropyl)pyrrolidin-3-yl)oxy)phenyl)-6,7-dihydro-5H-benzo[7]annulen-3-yl)acetate